2-(4-(allyloxy)styryl-4,6-dimethoxyphenyl)-1-(4-methylbenzyl)-1H-imidazole C(C=C)OC1=CC=C(C=CC2=C(C(=CC(=C2)OC)OC)C=2N(C=CN2)CC2=CC=C(C=C2)C)C=C1